CC(C)CCC#CCCC(C)C 2,9-dimethyldec-5-yne